7-[3-(1H-pyrazol-4-yl)-1,2,4-oxadiazol-5-yl]-1,2,3,4-tetrahydro-quinoxalin-2-one N1N=CC(=C1)C1=NOC(=N1)C1=CC=C2NCC(NC2=C1)=O